C1=CC(=CC(=C1)O)CCC(=O)O The molecule is a monocarboxylic acid that is propionic acid carrying a 3-hydroxyphenyl substituent at C-3. It has a role as a human xenobiotic metabolite and an Escherichia coli metabolite. It derives from a propionic acid. It is a conjugate acid of a 3-(3-hydroxyphenyl)propanoate.